ClC1=CC=C(C=C1)[C@@H]1N(C[C@H](N(C1)CCCC(=O)O)C)C(CNC(\C=C\C1=C(C=C(C=C1)C(F)(F)F)F)=O)=O 4-[(2R,5S)-5-(4-chlorophenyl)-4-[2-[[(E)-3-[2-fluoro-4-(trifluoromethyl)phenyl]prop-2-enoyl]amino]acetyl]-2-methylpiperazin-1-yl]butanoic acid